C1(CC1)CN1C(=CC=2C=CC3=C(C12)N(C(C3(C)C)=O)C(=O)OC(C)(C)C)C(=O)OC O1-tert-butyl O7-methyl 8-(cyclopropylmethyl)-3,3-dimethyl-2-oxo-pyrrolo[3,2-g]indole-1,7-dicarboxylate